1-(1-(3-chlorophenyl)-2-((cyclopropylmethyl)(methyl)amino)ethyl)-4-(5-morpholino-1-tosyl-1H-pyrrolo[2,3-b]pyridin-3-yl)pyridin-2(1H)-one ClC=1C=C(C=CC1)C(CN(C)CC1CC1)N1C(C=C(C=C1)C1=CN(C2=NC=C(C=C21)N2CCOCC2)S(=O)(=O)C2=CC=C(C)C=C2)=O